N1(CCNCC1)C1=CC=C(C=N1)OC1C(NC(CC1)=O)=O 3-((6-(piperazin-1-yl)pyridin-3-yl)oxy)piperidine-2,6-dione